3-[4-[1-[[4-[5-[(5-bromo-1-methyl-6-oxo-pyridazin-4-yl)amino]-1-methyl-3-piperidyl]phenyl]methyl]azetidin-3-yl]phenyl]piperidine-2,6-dione BrC1=C(C=NN(C1=O)C)NC1CC(CN(C1)C)C1=CC=C(C=C1)CN1CC(C1)C1=CC=C(C=C1)C1C(NC(CC1)=O)=O